CC(C)CCCC(C)CCCC(C)CCCCC(C)C/C=C/C(C)CCCC(C)C pentahydrosqualene